tert-butyl 5-[1-(2,6-dibenzyloxy-3-pyridyl)-3-methyl-2-oxo-benzimidazol-5-yl]-3,6-dihydro-2H-pyridine-1-carboxylate C(C1=CC=CC=C1)OC1=NC(=CC=C1N1C(N(C2=C1C=CC(=C2)C2=CCCN(C2)C(=O)OC(C)(C)C)C)=O)OCC2=CC=CC=C2